(3S,5S)-N-[4-(3-cyanophenyl)-5-(2,6-dimethyl-4-pyridyl)thiazol-2-yl]-3,5-dimethyl-piperazine C(#N)C=1C=C(C=CC1)C=1N=C(SC1C1=CC(=NC(=C1)C)C)N1C[C@@H](N[C@H](C1)C)C